(R)-N5-cyclopropyl-N3-methyl-2-oxo-1-(1-phenylethyl)-1,2-dihydropyridine-3,5-dicarboxamide C1(CC1)NC(=O)C=1C=C(C(N(C1)[C@H](C)C1=CC=CC=C1)=O)C(=O)NC